C(C)OC(=O)C1=C(C(=C(CC1)Br)C=O)C 4-bromo-3-formyl-2-methylcyclohexa-1,3-diene-1-carboxylic acid ethyl ester